CN(C(=O)C1CNCCOC1)C N,N-dimethyl-1,4-oxazepane-6-carboxamide